6-[3-chloro-2-fluoro-4-(2-hydroxyethoxy)phenyl]-5-methyl-4,5-dihydro-2H-pyridazin-3-one ClC=1C(=C(C=CC1OCCO)C=1C(CC(NN1)=O)C)F